ethyl 2-((1,2,3,5,6,7-hexahydro-s-indacen-4-yl)amino)-5-(5-(2-hydroxypropan-2-yl)isoxazol-3-yl)-4,5-dihydrooxazole-5-carboxylate C1CCC2=C(C=3CCCC3C=C12)NC=1OC(CN1)(C(=O)OCC)C1=NOC(=C1)C(C)(C)O